2-(4-(tert-butyl)phenyl)-4-(thiophen-2-ylmethylene)oxazol-5(4H)-one C(C)(C)(C)C1=CC=C(C=C1)C=1OC(C(N1)=CC=1SC=CC1)=O